C(C)N1C2=CC=CC=C2SC=2C=C(C=CC12)/C=C/C(=O)O (E)-3-(10-ethyl-10H-phenothiazine-3-yl)acrylic acid